CN[C@H](C(=O)OC(C)(C)C)CC1=CC=CC=C1 tert-butyl (2S)-2-(methylamino)-3-phenylpropionate